COC(=O)C=1C=NC(=CC1Cl)Cl 4,6-dichloropyridine-3-carboxylic acid methyl ester